Pentaerythritol tetrakis[3-(3,5-di-tert-butyl-4-hydroxy phenyl) propionate] C(C)(C)(C)C=1C=C(C=C(C1O)C(C)(C)C)CCC(=O)OCC(COC(CCC1=CC(=C(C(=C1)C(C)(C)C)O)C(C)(C)C)=O)(COC(CCC1=CC(=C(C(=C1)C(C)(C)C)O)C(C)(C)C)=O)COC(CCC1=CC(=C(C(=C1)C(C)(C)C)O)C(C)(C)C)=O